C(=O)C1CC2(C1)CCN(CC2)C(=O)OC(C)(C)C tertbutyl 2-formyl-7-azaspiro[3.5]nonane-7-carboxylate